N-(1-cyanocyclopropyl)-4-fluoro-4-methylpentanamide C(#N)C1(CC1)NC(CCC(C)(C)F)=O